((1S,3R)-3-(3-((2-(methoxymethyl) pyrazolo[1,5-a]pyrazin-4-yl)amino)-1H-pyrazol-5-yl)cyclobutyl)methyl (2S,5S)-2,5-dimethylpyrrolidine-1-carboxylate C[C@@H]1N([C@H](CC1)C)C(=O)OCC1CC(C1)C1=CC(=NN1)NC=1C=2N(C=CN1)N=C(C2)COC